(S)-2-(2,5-difluorophenyl)-4-oxopiperidine-1-carboxylic acid tert-butyl ester C(C)(C)(C)OC(=O)N1[C@@H](CC(CC1)=O)C1=C(C=CC(=C1)F)F